NC=1C=NC(=NC1)C=1C=C(C=C(C1)Cl)C1N(CCCC1)C(C=C)=O 1-(2-(3-(5-aminopyrimidin-2-yl)-5-chlorophenyl)piperidin-1-yl)prop-2-en-1-one